1-(3,4-Dimethoxyphenyl)Thiourea COC=1C=C(C=CC1OC)NC(=S)N